NCCCCCCCNC=1C(=C(C(=O)NC=2C=NC(=CC2)C)C=CC1)C 3-((7-Aminoheptyl)amino)-2-methyl-N-(6-methylpyridin-3-yl)benzamide